C1=CC=CC=2C3=CC=CC=C3N(C12)C1=CC(=CC=C1)N1C2=CC=CC=C2C=2C=CC=CC12 1,3-Bis-9-carbazolylbenzene